4-((1-(4-(3-Phenyl-5H-imidazo[1,2-c]pyrido[3,2-e][1,3]oxazin-2-yl)benzyl)piperidin-4-yl)amino)pyrimidine-2-carbonitrile C1(=CC=CC=C1)C1=C(N=C2N1COC1=C2C=CC=N1)C1=CC=C(CN2CCC(CC2)NC2=NC(=NC=C2)C#N)C=C1